C(C)(C)[Si](OCCCC#CC1=CC=C(C=N1)OC1CC(C1)O)(C(C)C)C(C)C 3-((6-(5-((triisopropylsilyl)oxy)pent-1-yn-1-yl)pyridin-3-yl)oxy)cyclobutan-1-ol